4,4',4''-triaminotriphenylamine C1=CC(=CC=C1N)N(C2=CC=C(C=C2)N)C3=CC=C(C=C3)N